NC1=C(C=C(C=C1)NC(OC(C)(C)C)=O)NC[C@H]1OCC1 tert-butyl (S)-(4-amino-3-((oxetan-2-ylmethyl)amino)phenyl)carbamate